O1[C@H](COCC1)C(=O)O (R)-1,4-dioxane-2-carboxylic acid